O=C([C@H](CC)NC(C)=O)N1CCN(CC1)C1=CC(=CC=C1)OC(F)(F)F (S)-N-(1-oxo-1-(4-(3-(trifluoromethoxy)phenyl)piperazin-1-yl)butan-2-yl)acetamide